ClC1=C(C=CC=C1)CN1N=C(C=C1C1=C2C=NN(C2=CC=C1)C)C(=O)OCC Ethyl 1-[(2-chlorophenyl)methyl]-5-(1-methyl-1H-indazol-4-yl)-1H-pyrazole-3-carboxylate